methyl (S)-2-(5-fluoro-2-(tetrahydro-2H-pyran-2-yl)phenyl)acetate FC=1C=CC(=C(C1)CC(=O)OC)[C@H]1OCCCC1